1,N1'-([1,1'-biphenyl]-4,4'-diyl)bis(N1-phenyl-N4,N4'-di-m-tolylbenzene-1,4-diamine) C1(=CC=C(C=C1)C1(CC=C(C=C1)N(C=1C=C(C=CC1)C)C=1C=C(C=CC1)C)NC1=CC=CC=C1)C1=CC=C(C=C1)N(C1=CC=C(C=C1)N(C=1C=C(C=CC1)C)C=1C=C(C=CC1)C)C1=CC=CC=C1